(R)-2-methyl-3-(4-(3-(2-methylpyrrolidin-1-yl)propoxy)phenyl)-6-(pentafluorosulfanyl)quinazolin-4(3H)-one CC1=NC2=CC=C(C=C2C(N1C1=CC=C(C=C1)OCCCN1[C@@H](CCC1)C)=O)S(F)(F)(F)(F)F